(E)-6-(6-(ethoxy-2,2,2-d3)pyridin-3-yl)-N'-((2-fluoro-5-methoxypyridin-3-yl)methylene)pyrazine-2-carbohydrazide C(C([2H])([2H])[2H])OC1=CC=C(C=N1)C1=CN=CC(=N1)C(=O)N/N=C/C=1C(=NC=C(C1)OC)F